O=C1C(=CC(=CN1)C(C)ON1C(C2=CC=CC=C2C1=O)=O)C(F)(F)F 2-(1-(6-oxo-5-(trifluoromethyl)-1,6-dihydropyridin-3-yl)ethoxy)isoindoline-1,3-dione